C(CCC)OCCO 2-Normal Butoxyethanol